CO[C@H]1[C@@H]2[C@H](OC1)[C@H](CO2)OC (3r,3ar,6s,6ar)-3,6-dimethoxyhexahydrofuro[3,2-b]furan